ClC=1C(=CC(=C(C1)O)I)OC(F)(F)F 5-chloro-2-iodo-4-trifluoromethoxyphenol